tetradecyl propylene oxide ammonium chloride [Cl-].[NH4+].C(CCCCCCCCCCCCC)C1C(C)O1